ethyl 2-(4-oxo-5-((2-(trimethylsilyl)ethoxy)methyl)-4,5-dihydro-1H-pyrazolo[3,4-d]pyridazin-1-yl)acetate O=C1C2=C(C=NN1COCC[Si](C)(C)C)N(N=C2)CC(=O)OCC